N[C@@H](CCO)C(=O)O (S)-Homoserine